C[C@@H]1CCC2=CC(=CC=C12)CCC=O |r| (+-)-3-(1-METHYL-5-INDANYL)PROPANAL